2-(3-chloro-4-tolyl)-N-((5-(2,6-dioxopiperidin-3-yl)-4-oxo-5,6-dihydro-4H-thieno[3,4-c]pyrrol-1-yl)methyl)-2,2-difluoroacetamide ClC=1C=C(C=CC1C(C(=O)NCC=1SC=C2C1CN(C2=O)C2C(NC(CC2)=O)=O)(F)F)C